C(#N)C1=NC2=CC(=CC(=C2N=C1C1CCNCC1)[C@@H](C)NC1=C(C(=O)O)C=CC=C1)C (R)-2-((1-(2-cyano-7-methyl-3-(piperidin-4-yl)quinoxalin-5-yl)ethyl)-amino)benzoic acid